(±)-4-[2-(4-Chlorophenyl)azepan-1-yl]-6-methyl-pyrimidin-2-amine ClC1=CC=C(C=C1)[C@@H]1N(CCCCC1)C1=NC(=NC(=C1)C)N |r|